6-Bromo-4-(4,4,5,5-tetramethyl-1,3,2-dioxaborolan-2-yl)pyrazolo[1,5-a]pyridine-3-Formonitrile BrC=1C=C(C=2N(C1)N=CC2C#N)B2OC(C(O2)(C)C)(C)C